CC(=CCC)CC methyl-ethyl-butene